CC=1C(=C(C=CC1)S(=O)(=O)OO)C.[Na] sodium hydroxy dimethylbenzenesulfonate